(4aR,8aS)-6-[3-[(3,4-dichlorophenyl)methoxy]azetidine-1-carbonyl]-4,4a,5,7,8,8a-hexahydropyrido[4,3-b][1,4]oxazin-3-one ClC=1C=C(C=CC1Cl)COC1CN(C1)C(=O)N1C[C@@H]2[C@@H](OCC(N2)=O)CC1